3-(1,4-diazepan-1-yl)-6-(1-methyl-1H-pyrazol-4-yl)pyrazolo[1,5-a]pyrazine hydrochloride salt Cl.N1(CCNCCC1)C=1C=NN2C1C=NC(=C2)C=2C=NN(C2)C